NC(CCN(NC([C@@H](CC1CCCCC1)N(C(=O)C=1NC2=CC=CC=C2C1)C)=O)C(CCl)=O)=O N-[(1R)-2-[2-(3-Amino-3-oxo-propyl)-2-(2-chloroacetyl)hydrazino]-1-(cyclohexylmethyl)-2-oxo-ethyl]-N-methyl-1H-indole-2-carboxamide